CN(CCN(C=1C(=CC(=C(C1)OC)NC1=NC=CC(=N1)C=1C=C2CCCN3C2=C(C1)N=C3OC)N)C)C N1-(2-(dimethylamino)ethyl)-5-methoxy-N4-(4-(2-methoxy-5,6-dihydro-4H-imidazo[4,5,1-ij]quinolin-8-yl)pyrimidin-2-yl)-N1-methylbenzene-1,2,4-triamine